(S)-(3-(3-Methoxy-1-methyl-1H-pyrazol-4-yl)-2,7-dimethyl-2,4,5,7-tetrahydro-6H-pyrazolo[3,4-c]pyridin-6-yl)(quinolin-6-yl)methanone COC1=NN(C=C1C=1N(N=C2[C@@H](N(CCC21)C(=O)C=2C=C1C=CC=NC1=CC2)C)C)C